4-amino-N-((6-cyclopropyl-3-pyridinyl)methyl)-N-(2-propanyl)-1,3-dihydrofuro[3,4-c][1,7]naphthyridine-8-carboxamide NC1=NC=2C=NC(=CC2C2=C1COC2)C(=O)N(C(C)C)CC=2C=NC(=CC2)C2CC2